Ethyl 4-(6-bromo-1-(2-(2-methoxyphenyl)-2-((tetrahydro-2H-pyran-4-yl)oxy)ethyl)-5-methyl-2,4-dioxo-1,4-dihydrothieno[2,3-d]pyrimidin-3(2H)-yl)benzoate BrC1=C(C2=C(N(C(N(C2=O)C2=CC=C(C(=O)OCC)C=C2)=O)CC(OC2CCOCC2)C2=C(C=CC=C2)OC)S1)C